1-(4-fluorophenyl)-7-methyl-5-(4-((1-propyl-1H-pyrazol-4-yl)sulfonyl)-4,7-diazaspiro[2.5]octan-7-yl)-1H-indazole FC1=CC=C(C=C1)N1N=CC2=CC(=CC(=C12)C)N1CCN(C2(CC2)C1)S(=O)(=O)C=1C=NN(C1)CCC